C(C)(C)(C)OC(=O)N1C(CNCC1)C1=CC2=C(N(C(N2C)=O)C2C(NC(CC2)=O)=O)C=C1 [1-(2,6-dioxo-3-piperidinyl)-3-methyl-2-oxo-benzimidazol-5-yl]Piperazine-1-Formic acid tert-butyl ester